COC1=C(CN(S(=O)(=O)C2=C(C=C(C=C2C)F)F)C2=NC=NC=C2)C=CC(=C1)OC N-(2,4-Dimethoxybenzyl)-2,4-difluoro-6-methyl-N-(pyrimidin-4-yl)benzenesulfonamide